2-(4,4-difluoropiperidin-1-yl)-4-hydrazino-6-methylpyrimidine FC1(CCN(CC1)C1=NC(=CC(=N1)NN)C)F